3-((4-bromo-2-methyl-1,1-dioxido-3-oxo-2,3-dihydrobenzo[d]isothiazol-5-yl)oxy)-5-fluorobenzonitrile BrC1=C(C=CC2=C1C(N(S2(=O)=O)C)=O)OC=2C=C(C#N)C=C(C2)F